CC(C=CC=CCC)=O 3,5-octadienone